CN(C1=CC=C(C=C1)C(=O)C(O)C1=CC=CC=C1)C 4-dimethylaminobenzoin